N(C1=CC=CC=C1)C1=C(NC2=C1C(N(CC2CC(F)(F)F)C)=O)C2=CC(=NC=C2)NC(CC2=CC=C(C=C2)F)=O N-{4-[3-Anilino-5-methyl-4-oxo-7-(2,2,2-trifluoroethyl)-4,5,6,7-tetrahydro-1H-pyrrolo[3,2-c]pyridin-2-yl]pyridin-2-yl}-2-(4-fluorophenyl)acetamid